OC1=C(C=C(C(=C1)C=O)O)C=O 2,5-dihydroxy-1,4-Benzenedicarboxaldehyde